5-(2,6-diazaspiro[3.3]heptan-2-yl)-2-(2,6-dioxo-3-piperidinyl)isoindoline-1,3-dione C1N(CC12CNC2)C=2C=C1C(N(C(C1=CC2)=O)C2C(NC(CC2)=O)=O)=O